3-(2-((3-acetamido-4-(3-(dimethylamino)-N-methylpropionamido)phenyl)amino)-5-chloropyrimidin-4-yl)-1H-indole-1-carboxylic acid tert-butyl ester C(C)(C)(C)OC(=O)N1C=C(C2=CC=CC=C12)C1=NC(=NC=C1Cl)NC1=CC(=C(C=C1)N(C(CCN(C)C)=O)C)NC(C)=O